C1(CCCC2CC(CCC12)CO)CO 6-decalinedimethanol